2-(4-(4,4,5,5-tetramethyl-1,3,2-dioxaborolan-2-yl)phenoxy)-7-azaspiro[3.5]nonane-7-carboxylic acid tert-butyl ester C(C)(C)(C)OC(=O)N1CCC2(CC(C2)OC2=CC=C(C=C2)B2OC(C(O2)(C)C)(C)C)CC1